N-(2,2-dimethoxypropyl)-4-p-tolylthiobutyramide COC(CNC(CCCC1=CC=C(C=C1)C)=S)(C)OC